ClC1=CC=C(C=C1)C=CC(=O)N(C1=C(C(=NN1)C1=CC=NC=C1)C)C 3-(4-chlorophenyl)-N-methyl-N-(4-methyl-3-(pyridin-4-yl)-1H-pyrazol-5-yl)propenamide